2'-(4-tert-butylpiperazine-1-carbonyl)-5'-chloro-7',8'-dihydro-6'H-spiro[cyclohexane-1,9'-furo[2,3-f]quinazoline]-7'-one C(C)(C)(C)N1CCN(CC1)C(=O)C1=CC=2C(=C3C4(NC(NC3=C(C2)Cl)=O)CCCCC4)O1